C(C1=CC=CC=C1)OC1=C2C(=NC=N1)N(N=C2)C2=C(C=C(C=C2)C2=CC=C(C=C2)Cl)F 4-benzyloxy-1-[4-(4-chlorophenyl)-2-fluoro-phenyl]pyrazolo[3,4-d]pyrimidine